tert-butyl-5-((1-(tert-butoxycarbonyl)piperidin-4-yl)methoxy)-3-isopropyl-1H-pyrrolo[3,2-b]pyridine-1-carboxylate C(C)(C)(C)OC(=O)N1C=C(C2=NC(=CC=C21)OCC2CCN(CC2)C(=O)OC(C)(C)C)C(C)C